(1R,2R,3R)-N-[7-chloro-6-[4-((3R,4R)-4-hydroxy-3-methyl-tetrahydrofuran-3-yl)piperazin-1-yl]-3-isoquinolyl]-2,2-dimethyl-3-tetrahydropyran-2-yl-cyclopropanecarboxamide ClC1=C(C=C2C=C(N=CC2=C1)NC(=O)[C@H]1C([C@@H]1[C@@H]1OCCCC1)(C)C)N1CCN(CC1)[C@@]1(COC[C@@H]1O)C